C(C)(C)(C)OC(=O)N1C[C@H](CC1)N1C(N(C=2C1=NC=CC2)C2=CC=C(C=C2)OC)=O (S)-3-(1-(4-methoxyphenyl)-2-oxo-1,2-dihydro-3H-imidazo[4,5-b]pyridin-3-yl)pyrrolidine-1-carboxylic acid tert-butyl ester